COC1=NC=C(C(=N1)C)CC=O 2-(2-methoxy-4-methylpyrimidin-5-yl)acetaldehyde